BrC=1C=CC(=C(C1)COCCC1=CC(=NC=C1COC1=NC(=CC=C1)Br)C(F)(F)F)Cl 4-[2-[(5-bromo-2-chloro-phenyl)methoxy]ethyl]-5-[(6-bromo-2-pyridyl)oxymethyl]-2-(trifluoromethyl)pyridine